CC1=CC=C(C=C1)S(=O)(=O)[O-].[Sr+2].CC1=CC=C(C=C1)S(=O)(=O)[O-] strontium para-toluenesulfonate